NC1=CN=NC2=CC(=CC=C12)C=1C(=CC(=C(C1)B(O)O)C)N1N=CC=C1 [5-(4-AMINOCINNOLIN-7-YL)-2-METHYL-4-(1H-PYRAZOL-1-YL)PHENYL]BORONIC ACID